7-fluoro-N2-(2,4-difluorophenyl)-N4-(5-methyl-1H-pyrazol-3-yl)quinazoline-2,4-diamine FC1=CC=C2C(=NC(=NC2=C1)NC1=C(C=C(C=C1)F)F)NC1=NNC(=C1)C